methyl 5-(5-(bis(4-methoxybenzyl)amino)-3-chloro-2-(trifluoromethyl)phenyl)-5-hydroxy-3-oxopentanoate COC1=CC=C(CN(C=2C=C(C(=C(C2)C(CC(CC(=O)OC)=O)O)C(F)(F)F)Cl)CC2=CC=C(C=C2)OC)C=C1